C(C1=CC=CC=C1)(C1=CC=CC=C1)N1CC(C1)(C(=O)OC)C1=C(C=CC=C1)C(=C)C methyl 1-benzhydryl-3-(2-(prop-1-en-2-yl)phenyl)azetidine-3-carboxylate